O=C1NC(CCC1N1C(C2=CC=C(C=C2C1=O)N1CCN(CC1)CCC1CCNCC1)=O)=O 2-(2,6-dioxopiperidin-3-yl)-5-(4-(2-(piperidin-4-yl)ethyl)piperazin-1-yl)isoindoline-1,3-dione